[C@H]12COC[C@@H]2C1NC(=O)C1=CN=C2N1N=C(C=C2NC)NC2=CC(=CC=C2)C2=NC=C(C=C2)C=O N-((1R,5S,6s)-3-oxabicyclo[3.1.0]hexan-6-yl)-6-((3-(5-formylpyridin-2-yl)phenyl)amino)-8-(methylamino)imidazo[1,2-b]pyridazine-3-carboxamide